C12(CC(C1)C2)NS(=O)(=O)C=2C(=C(N(C2)C)C(=O)OCC)C ethyl 4-(N-(bicyclo[1.1.1]pentan-1-yl) sulfamoyl)-1,3-dimethyl-1H-pyrrole-2-carboxylate